O=C1NC2=C(OC13CC3)C=CC(=C2)C(=O)OC Methyl 3-oxo-3,4-dihydrospiro[benzo[b][1,4]oxazine-2,1-cyclopropane]-6-carboxylate